C(C)C=1C(=C(C=C(C1)COCC(C)C)S(=O)(=O)N)B1OC(C(O1)(C)C)(C)C ethyl-5-(isobutoxymethyl)-2-(4,4,5,5-tetramethyl-1,3,2-dioxaborolan-2-yl)benzenesulfonamide